2-(4-methylphenyl)-2-[(trimethylsilyl)oxy]acetonitrile CC1=CC=C(C=C1)C(C#N)O[Si](C)(C)C